(S)-3-((5-(4-((trimethylsilyl)ethynyl)phenyl)thiazol-2-yl)carbamoyl)pyrrolidine-1-carboxylic acid tert-butyl ester C(C)(C)(C)OC(=O)N1C[C@H](CC1)C(NC=1SC(=CN1)C1=CC=C(C=C1)C#C[Si](C)(C)C)=O